methyl 4-bromo-5-fluoro-2-methoxybenzoate BrC1=CC(=C(C(=O)OC)C=C1F)OC